N-benzylcyclopentanamine-d4 C(C1=CC=CC=C1)NC1(C(C(CC1)[2H])([2H])[2H])[2H]